3-endo-(8-{2-[(2,6-difluorobenzyl)-(2-methoxyacetyl)-amino]ethyl}-8-aza-bicyclo[3.2.1]oct-3-yl)benzamide TFA salt OC(=O)C(F)(F)F.FC1=C(CN(CCN2C3CC(CC2CC3)C=3C=C(C(=O)N)C=CC3)C(COC)=O)C(=CC=C1)F